IC1=C(C=CC(=C1)C(F)(F)F)C1=NC(=NO1)CN (5-(2-iodo-4-(trifluoromethyl)phenyl)-1,2,4-oxadiazol-3-yl)methylamine